FC1(C[C@H](N(C1)C(=O)OC(C)(C)C)C)F tert-butyl (2R)-4,4-difluoro-2-methyl-pyrrolidine-1-carboxylate